tert-butyl (2-oxo-2-(3-(trifluoromethyl)-5,6-dihydro-[1,2,4]triazolo[4,3-a]pyrazin-7(8H)-yl)ethyl)carbamate O=C(CNC(OC(C)(C)C)=O)N1CC=2N(CC1)C(=NN2)C(F)(F)F